N-(2-aminoethyl)-1,3-propandiamin NCCNCCCN